Carnitine linoleate C(CCCCCCC\C=C/C\C=C/CCCCC)(=O)OC(C[N+](C)(C)C)CC([O-])=O